Cl.CC1=C(C=CC=C1)[C@@H]1N(CCCC1)C1CC2(C1)CCN(CC2)C2=CC=C(C(=O)NS(=O)(=O)C1=CC(=C(C=C1)NCC1CCC(CC1)(C)O)[N+](=O)[O-])C=C2 4-{2-[(2R)-2-(2-methylphenyl)piperidin-1-yl]-7-azaspiro[3.5]nonan-7-yl}-N-[3-nitro-4-({[(1r,4r)-4-hydroxy-4-methylcyclohexyl]methyl}amino)benzenesulfonyl]benzamide hydrochloride